C(C)NC(CCSCCC(F)(F)F)=O N-ethyl-3-(3,3,3-trifluoropropylthio)propanamide